(4-isopropyl-3-pyridyl)-2-(propylamino)ethanol C(C)(C)C1=C(C=NC=C1)C(CNCCC)O